di-isobutyryl-lysine C(C(C)C)(=O)N([C@@H](CCCCN)C(=O)O)C(C(C)C)=O